methyl N-{[(9H-fluoren-9-yl)methoxy]carbonyl}-3-iodo-L-alaninate C1=CC=CC=2C3=CC=CC=C3C(C12)COC(=O)N[C@@H](CI)C(=O)OC